N-(4-(8-amino-5-(4-((2-fluoroethyl)amino)cyclohex-1-en-1-yl)-3-methylimidazo[1,5-a]pyrazin-1-yl)-2-fluorophenyl)-2-chlorobenzenesulfonamide NC=1C=2N(C(=CN1)C1=CCC(CC1)NCCF)C(=NC2C2=CC(=C(C=C2)NS(=O)(=O)C2=C(C=CC=C2)Cl)F)C